3-(trifluoromethyl)-4,5,6,7-tetrahydroisoxazolo[4,5-c]pyridine trifluoroacetate FC(C(=O)O)(F)F.FC(C1=NOC2=C1CNCC2)(F)F